N-(4-fluorophenyl)-6-[2-(3-methyloxetan-3-yl)ethynyl]-1H-indazol-5-amine FC1=CC=C(C=C1)NC=1C=C2C=NNC2=CC1C#CC1(COC1)C